C(C)N(C(COC1=CC=CC=C1)=O)CC=1SC=CC1 N-ethyl-2-phenoxy-N-(thiophen-2-ylmethyl)acetamide